C(C1=CC=CC=C1)N1CCC2=CC=C(C=C12)C(=O)OC methyl 1-benzylindoline-6-carboxylate